FC(C=1N=C(OC1C(=O)N1[C@@H](C2=C(CC1)NC=N2)C=2OC1=C(N2)C=C(C=C1)F)COC([2H])([2H])[2H])F (S)-(4-(difluoromethyl)-2-((methoxy-d3)methyl)oxazol-5-yl)(4-(5-fluorobenzo[d]oxazol-2-yl)-1,4,6,7-tetrahydro-5H-imidazo[4,5-c]pyridin-5-yl)methanone